1-(4-cyanobenzyl)-1H-tetrazol C(#N)C1=CC=C(CN2N=NN=C2)C=C1